FC(CNC1=C(C=NC2=CC=C(C=C12)C=1C=NNC1)C(=O)NCCC(C)O)F 4-((2,2-difluoroethyl)amino)-N-(3-hydroxybutyl)-6-(1H-pyrazol-4-yl)quinoline-3-carboxamide